(2E,3Z)-5-{[1-(4-chloro-2-fluorophenyl)-1H-pyrazol-3-yl]oxy}-2-(methoxyimino)-N,3-dimethylpent-3-enamid ClC1=CC(=C(C=C1)N1N=C(C=C1)OC\C=C(/C(/C(=O)NC)=N\OC)\C)F